tert-butyl 4-(1-(2,6-dioxopiperidin-3-yl)-3-(2-methoxyethyl)-2-oxo-2,3-dihydro-1H-benzo[d]imidazol-5-yl)piperidine-1-carboxylate O=C1NC(CCC1N1C(N(C2=C1C=CC(=C2)C2CCN(CC2)C(=O)OC(C)(C)C)CCOC)=O)=O